N-(1-(3-cyano-5-fluorophenyl)ethylidene)-2-methylpropane-2-sulfinamide C(#N)C=1C=C(C=C(C1)F)C(C)=NS(=O)C(C)(C)C